5,10,15,20-tetra(4-siloxyphenyl)porphyrin [SiH3]OC1=CC=C(C=C1)C=1C2=CC=C(N2)C(=C2C=CC(C(=C3C=CC(=C(C=4C=CC1N4)C4=CC=C(C=C4)O[SiH3])N3)C3=CC=C(C=C3)O[SiH3])=N2)C2=CC=C(C=C2)O[SiH3]